CN1CCN(CC1)C1=CC=2N=C3N(CCN(C3)C(CCOCC3NCC3)=O)C2N=C1 2-((3-(3-(4-methylpiperazin-1-yl)-8,9-dihydropyrido[3',2':4,5]imidazo[1,2-a]pyrazin-7(6H)-yl)-3-oxopropoxy)methyl)azetidin